C1(CCCCC1)C(COCC)(COCC(C)C)CC[Si](C1=CC=C(C=C1)Cl)(C1=CC=C(C=C1)Cl)C1=CC=C(C=C1)Cl 2-cyclohexyl-2-(2-(tri(4-chlorophenyl)silyl)ethyl)-1-ethoxy-3-isobutoxypropane